2-(2-(1H-Benzo[d]Imidazol-5-yl)-5-methylpiperidin-1-yl)-N-(6-amino-5-methylpyridin-3-yl)-2-oxoacetamide N1C=NC2=C1C=CC(=C2)C2N(CC(CC2)C)C(C(=O)NC=2C=NC(=C(C2)C)N)=O